(R)-3-Methoxybutyl-(7-fluoro-6-(8-methyl-2,3-dihydro-1H-pyrido[2,3-b][1,4]oxazin-7-yl)isochinolin-3-yl)carbamat CO[C@@H](CCOC(NC=1N=CC2=CC(=C(C=C2C1)C1=C(C2=C(OCCN2)N=C1)C)F)=O)C